COC=1C=CC=2C3=C(N(C2C1)C)C(NN=C3)=O 7-methoxy-5-methyl-4-oxo-4,5-dihydro-3H-pyridazino[4,5-b]indol